ClC1=C(C=CC=C1)C1=NNC(=C1)C(=O)N1CC(C1)NC(C=C)=O N-(1-(3-(2-chlorophenyl)-1H-pyrazole-5-carbonyl)azetidin-3-yl)acrylamide